N-((3S,4S)-3-((8-((cyclopropylmeth-yl)(methyl)amino)-6-(2,6-dichloro-3,5-dimethoxyphenyl)pyrido[3,4-d]pyrimidin-2-yl)amino)tetrahydro-2H-pyran-4-yl)acrylamide C1(CC1)CN(C1=NC(=CC2=C1N=C(N=C2)N[C@@H]2COCC[C@@H]2NC(C=C)=O)C2=C(C(=CC(=C2Cl)OC)OC)Cl)C